2-[2-oxo-2-phenyl-acetoxy-ethoxy]-ethylether O=C(C(=O)OCCOCCOCCOCCOC(C(=O)C1=CC=CC=C1)=O)C1=CC=CC=C1